(Z)-11-nonadecenenitrile C(CCCCCCCCC\C=C/CCCCCCC)#N